3-((4-(1-acryloylpiperidin-3-yl)pyrimidin-2-yl)amino)-4-methyl-N-(3-(4-methyl-1H-imidazol-1-yl)-5-(trifluoromethyl)phenyl)benzamide C(C=C)(=O)N1CC(CCC1)C1=NC(=NC=C1)NC=1C=C(C(=O)NC2=CC(=CC(=C2)C(F)(F)F)N2C=NC(=C2)C)C=CC1C